NCCNCCC[Si](OCC)(OCC)OCC 3-(2-Aminoethylamino)-propyltriethoxysilane